5-fluoro-N,N-diisopropyl-2-((5-(2-(2-methyl-6-oxohex-3-yl)-2,6-diazaspiro[3.4]oct-6-yl)-1,2,4-triazin-6-yl)oxy)benzamide FC=1C=CC(=C(C(=O)N(C(C)C)C(C)C)C1)OC1=C(N=CN=N1)N1CC2(CN(C2)C(C(C)C)CCC=O)CC1